2H-pyrazolo[4,3-c]pyridine-3-carboxylate N=1NC(=C2C=NC=CC21)C(=O)[O-]